2-(3,4-dihydroxyphenyl)-5,7-dihydroxy-3-(3-hydroxypropoxy)-4H-chromen-4-one OC=1C=C(C=CC1O)C=1OC2=CC(=CC(=C2C(C1OCCCO)=O)O)O